C(CC#C)OC(NC1=NC(=CC=C1)CO\N=C(\C1=CC=CC=C1)/C1=NN=NN1C)=O N-[6-[[(Z)-[(1-methyltetrazol-5-yl)-phenyl-methylene]amino]oxymethyl]-2-pyridyl]carbamic acid but-3-ynyl ester